2-{6-[(3R,5S)-3,5-dimethylpiperazin-1-yl]pyridazin-3-yl}-5-[(E)-2-(1-methyl-1H-pyrazol-4-yl)ethenyl]pyridin-3-ol C[C@@H]1CN(C[C@@H](N1)C)C1=CC=C(N=N1)C1=NC=C(C=C1O)\C=C\C=1C=NN(C1)C